ClC=1C=CC2=C(NC(=N2)C(CC)[C@@H]2CC[C@H](CC2)C2=CC(=NC=C2)C(F)(F)F)C1 trans-6-chloro-2-(1-(4-(2-(trifluoromethyl)pyridin-4-yl)cyclohexyl)propyl)-1H-benzo[d]imidazole